tert-butyl (4-(hydroxymethyl)phenethyl)(methyl)carbamate OCC1=CC=C(CCN(C(OC(C)(C)C)=O)C)C=C1